FC1=CC=C(C=C1)C(C)C1=C(N=C(C(=N1)C(=O)NCC(C)=O)C)NCCN1CCCC1 6-(1-(4-fluorophenyl)ethyl)-3-methyl-N-(2-oxopropyl)-5-((2-(pyrrolidin-1-yl)ethyl)amino)pyrazine-2-carboxamide